COC=1C=C(C=C(C1OC)OC)\C=C/C1=CC(=C(C=C1)OC)O (Z)-3,4,5-trimethoxy-3'-hydroxy-4'-methoxystilbene